FC1=C(C=CC=C1)C1(CC1)NC1=NC=C(C=C1)C1=NOC(=N1)C(F)(F)F N-[1-(2-fluorophenyl)cyclopropyl]-5-[5-(trifluoromethyl)-1,2,4-oxadiazol-3-yl]pyridin-2-amine